Cl.C[C@@H](C1=CC=C(C=C1)[N+](=O)[O-])N (S)-(+)-Alpha-methyl-4-nitrobenzylamine hydrochloride